(S)-N-(2-Acetyl-4-methyl-5-oxo-5,6,7,8-tetrahydro-4H-pyrazolo[1,5-a][1,3]diazepin-6-yl)-1-benzyl-1H-1,2,4-triazol-3-carboxamid C(C)(=O)C1=NN2C(N(C([C@H](CC2)NC(=O)C2=NN(C=N2)CC2=CC=CC=C2)=O)C)=C1